C1(CC1)COC1=CC=C(N=N1)NC([C@H](C)N1C[C@@H](C(CC1)(F)F)C1=CC=[N+](C=C1)[O-])=O 4-((S)-1-((S)-1-((6-(cyclopropylmethoxy)pyridazin-3-yl)amino)-1-oxopropan-2-yl)-4,4-difluoropiperidin-3-yl)pyridine 1-oxide